NC1=C(C=CC=C1)C(CNC=1C2=C(N=C(N1)N1CCN(CC1)C)C=NC(=C2)Cl)S(=O)(=O)N (2-aminophenyl)-2-((6-chloro-2-(4-methylpiperazin-1-yl)pyrido[3,4-d]pyrimidin-4-yl)amino)ethane-1-sulphonamide